N-[6-(5-chloro-1,3-benzoxazol-2-yl)spiro[3.3]heptan-2-yl]-5-(ethylsulfinylmethyl)furan-2-carboxamide ClC=1C=CC2=C(N=C(O2)C2CC3(CC(C3)NC(=O)C=3OC(=CC3)CS(=O)CC)C2)C1